3-(3-cyanocyclobutyl)-1-(6-(3-methoxytetrahydrofuran-3-yl)-4-methylpyridin-2-yl)-1H-pyrrole C(#N)C1CC(C1)C1=CN(C=C1)C1=NC(=CC(=C1)C)C1(COCC1)OC